C1C=2C=3C(=CC=CC3C=C1)C=CC=CC2 cyclooct[1,2,3-de]naphthalene